tert-butyl (2-((2-(2,6-dioxopiperidin-3-yl)-1,3-dioxoisoindolin-5-yl)amino)ethyl)carbamate O=C1NC(CCC1N1C(C2=CC=C(C=C2C1=O)NCCNC(OC(C)(C)C)=O)=O)=O